BrCC(=O)C1=CN=C(S1)C bromo-1-(2-methylthiazol-5-yl)ethan-1-one